OC=1C=C(C=CC1C=1N=NC(=CC1)N(C1C[C@]2(CCC[C@@](C1)(N2)C)C)C)C2=CC(N(C=C2)C)=O 4-[3-hydroxy-4-(6-{methyl-[(1R,3S,5S)-1,5-dimethyl-9-azabicyclo[3.3.1]nonan-3-yl]amino}pyridazin-3-yl)phenyl]-1-methyl-1,2-dihydropyridin-2-one